O=C[C@H](O)[C@@H](O)[C@H](O)[C@H](O)CO.C(CCCCCCCCCC)OP(=O)(O)O undecylphosphate-glucose